2-[2-[5-[3-[3-[[ethyl(methyl)sulfamoyl]amino]-2,6-difluoro-benzoyl]-1H-pyrrolo[2,3-b]pyridin-5-yl]pyrimidin-2-yl]-2-azaspiro[3.3]heptan-6-yl]acetic acid C(C)N(S(=O)(=O)NC=1C(=C(C(=O)C2=CNC3=NC=C(C=C32)C=3C=NC(=NC3)N3CC2(C3)CC(C2)CC(=O)O)C(=CC1)F)F)C